1-(3-chloro-2-(2,6-Difluorobenzyl)-7-oxo-2,4,5,7-tetrahydro-6H-pyrazolo[3,4-c]pyridin-6-yl)cyclopropane ClC=1N(N=C2C(N(CCC21)C2CC2)=O)CC2=C(C=CC=C2F)F